tertbutyl 2-chloro-6a-(methoxymethyl)-6-oxo-5,6,6a,7,9,10-hexahydro-8H-pyrazino[1',2':4,5]pyrazino[2,3-c]pyridazine-8-carboxylate ClC=1C=C2C(=NN1)NC(C1(N2CCN(C1)C(=O)OC(C)(C)C)COC)=O